Cl.FC=1C(=CC2=C(C1)[C@@H]1NCCC[C@@H]1O2)OC(F)(F)F (4aS,9bS)-8-fluoro-7-(trifluoromethoxy)-1,2,3,4,4a,9b-hexahydrobenzofuro[3,2-b]pyridine hydrochloride